ClC=1C=C(C=C2C3(C(NC12)=O)CC3)C3N(C[C@H](CC3)C)C(=O)OC(C)(C)C tert-butyl (5S)-2-(7'-chloro-2'-oxospiro[cyclopropane-1,3'-indolin]-5'-yl)-5-methylpiperidine-1-carboxylate